4-(4,4-dimethyl-5-oxo-2-thioxo-imidazolidin-1-yl)-3-fluoro-2-methylthio-benzonitrile CC1(NC(N(C1=O)C1=C(C(=C(C#N)C=C1)SC)F)=S)C